2,6-bis((5-bromothiophen-2-yl)methylene)cyclohexanone BrC1=CC=C(S1)C=C1C(C(CCC1)=CC=1SC(=CC1)Br)=O